bis(1-indenyl)zirconium (IV) C1(C=CC2=CC=CC=C12)[Zr+2]C1C=CC2=CC=CC=C12